5-(3-(1-(2,2-difluoroethyl)-2,5-dihydro-1H-pyrrol-3-yl)-2-fluoro-6-hydroxyphenyl)-1,2,5-thiadiazolidin-3-one 1,1-dioxide FC(CN1CC(=CC1)C=1C(=C(C(=CC1)O)N1CC(NS1(=O)=O)=O)F)F